4-((S*)-1-azidoallyl)cyclohex-1-ene N(=[N+]=[N-])[C@@H](C=C)C1CC=CCC1 |o1:3|